(R)-N-(2-(methylthio)-4-morpholinophenyl)-5-(piperidin-3-ylamino)pyrazolo[1,5-a]pyrimidine-3-carboxamide trifluoroacetate salt FC(C(=O)O)(F)F.CSC1=C(C=CC(=C1)N1CCOCC1)NC(=O)C=1C=NN2C1N=C(C=C2)N[C@H]2CNCCC2